O1CCN(CC1)C1=NC(=NC(=C1)NC=1SC(=CN1)C=1OC(=NN1)C1=CC=CC=C1)NC1CC(C1)O (1R,3R)-3-((4-morpholino-6-((5-(5-phenyl-1,3,4-oxadiazol-2-yl)thiazol-2-yl)Amino)pyrimidin-2-yl)Amino)cyclobutan-1-ol